2-(2-fluorobenzoyl)malononitrile FC1=C(C(=O)C(C#N)C#N)C=CC=C1